COC(C1=C(C(=C(C=C1)C)C1=NC2=C(N1)CC(C2)OC)C)=O (5-methoxy-1,4,5,6-tetrahydrocyclopenta[d]imidazol-2-yl)-2,4-dimethylbenzoic acid methyl ester